(S)-4-((2-cyclopropoxyethyl)(4-(5,6,7,8-tetrahydro-1,8-naphthyridin-2-yl)butyl)amino)-2-(3-(trifluoromethyl)isonicotinamido)butanoic acid C1(CC1)OCCN(CC[C@@H](C(=O)O)NC(C1=C(C=NC=C1)C(F)(F)F)=O)CCCCC1=NC=2NCCCC2C=C1